3-(2,6-dimethoxyphenyl)-6-hydroxy-2-(3-methylbutyl)-5-{[4-(2-oxo-1,2-dihydropyridin-1-yl)phenyl]methyl}-3,4-dihydropyrimidin-4-one COC1=C(C(=CC=C1)OC)N1C(=NC(=C(C1=O)CC1=CC=C(C=C1)N1C(C=CC=C1)=O)O)CCC(C)C